5-((4-(3-bromopropyl)piperazin-1-yl)methyl)-2-(2,6-dioxopiperidin-3-yl)isoindoline BrCCCN1CCN(CC1)CC=1C=C2CN(CC2=CC1)C1C(NC(CC1)=O)=O